NCCNCC1=CC(=C(C(=C1)OC)OC)CNCCN 1,3-Bis(N-(2-aminoethyl)amino-methyl)-4,5-dimethoxybenzol